N1(CCNCC1)CC1=CC=C(C=C1)C=1C=C2C(=CNC2=CC1)C(=O)NC1=CC=NC=C1 5-(4-(Piperazin-1-ylmethyl)phenyl)-N-(pyridin-4-yl)-1H-indole-3-carboxamide